6-methyl-2-chloro-3-benzimidazolylquinoline CC=1C=C2C=C(C(=NC2=CC1)Cl)C=1NC2=C(N1)C=CC=C2